1-chloro-3-(5-(difluoromethyl)-1,3,4-thiadiazol-2-yl)-N-(1-(fluoromethyl)cyclopropyl)-8-(2-oxa-7-azaspiro[3.5]nonan-7-yl)indolizine-6-sulfonamide ClC=1C=C(N2C=C(C=C(C12)N1CCC2(COC2)CC1)S(=O)(=O)NC1(CC1)CF)C=1SC(=NN1)C(F)F